N-(dimethylsulfamoyl)-N-methyl-1-[4-[5-(trifluoromethyl)-1,2,4-oxadiazol-3-yl]phenyl]methanamine CN(S(=O)(=O)N(CC1=CC=C(C=C1)C1=NOC(=N1)C(F)(F)F)C)C